(2R)-3-(2-amino-4-cyano-5-fluoro-phenyl)mercapto-2-(tert-butoxycarbonylamino)propionic acid NC1=C(C=C(C(=C1)C#N)F)SC[C@@H](C(=O)O)NC(=O)OC(C)(C)C